4-(trifluoromethyl)-1-azabicyclo[2.2.2]Octane-3-one FC(C12C(CN(CC1)CC2)=O)(F)F